C[C@H]1N(CCOC1)C1=NC2=C(N=CC=C2C(=C1)C1=C(N)C=CC=C1)C1=CC=NN1C1OCCCC1 2-{2-[(3R)-3-methylmorpholin-4-yl]-8-[1-(tetrahydro-2H-pyran-2-yl)-1H-pyrazol-5-yl]-1,7-naphthyridin-4-yl}aniline